(P)-1-(5-fluoro-2-methoxy-4-((1S,2S)-2-(trifluoromethyl)cyclopropyl)phenyl)-2-oxo-N-(pyrimidin-2-yl)-1,2-dihydroquinoline-6-sulfonamide FC=1C(=CC(=C(C1)N1C(C=CC2=CC(=CC=C12)S(=O)(=O)NC1=NC=CC=N1)=O)OC)[C@@H]1[C@H](C1)C(F)(F)F